[O-2].[Ti+4].[Sn+4].[O-2].[O-2].[O-2] tin titanium Oxide